C(C1=CC=CC=C1)OC1=NC(=CC=C1C1=NN(C2=C1C=NC(=C2)N2CCC(CC2)N(C(OC(C)(C)C)=O)C)C)OCC2=CC=CC=C2 tert-Butyl N-[1-[3-(2,6-dibenzyloxy-3-pyridyl)-1-methyl-pyrazolo[4,3-c]pyridin-6-yl]-4-piperidyl]-N-methyl-carbamate